C1(CCCC1)N1C(C(=CC2=C1N=C(N=C2)NC2CCNCC2)C(F)F)=O 8-cyclopentyl-6-(difluoromethyl)-2-(4-piperidylamino)pyrido[2,3-d]pyrimidin-7-one